Cl.N[C@@H]1[C@@H](C1)CO ((1R,2S)-2-aminocyclopropyl)methanol hydrochloride